(20S)-20-(1-tert-butyldimethylsilyloxymethyl)-pregn-4,6-dien-3-one [Si](C)(C)(C(C)(C)C)OC[C@@H](C)[C@H]1CC[C@H]2[C@@H]3C=CC4=CC(CC[C@]4(C)[C@H]3CC[C@]12C)=O